C(C)(C)(C)C=1C=C2C(=CC(C2=CC1)[Si](C)(C)C1C=C(C2=CC(=CC=C12)C(C)(C)C)C1=CC=CC=C1)C1=CC=CC=C1 bis(5-tert-butyl-3-phenyl-1H-inden-1-yl)-dimethyl-silane